3,3-difluoro-4-(1H-imidazol-1-yl)piperidine hydrochloride Cl.FC1(CNCCC1N1C=NC=C1)F